6-azido-N-(2-((4-(hydroxymethyl)phenyl)amino)-2-oxoethyl)hexanamide N(=[N+]=[N-])CCCCCC(=O)NCC(=O)NC1=CC=C(C=C1)CO